N[C@@H](C(=O)N)CCCCNC(=O)NC(COC(CO)CO)(COC(CO)CO)CO (R)-2-amino-6-(3-(1,3-bis((1,3-dihydroxypropan-2-yl)oxy)-2-(hydroxymethyl)propan-2-yl)ureido)hexanamide